[2-(methoxymethyl)-6-methyl-imidazo[2,1-b][1,3,4]thiadiazol-5-yl]methanol COCC1=NN2C(S1)=NC(=C2CO)C